(4-(trifluoromethyl)thiazol-5-yl)methanone FC(C=1N=CSC1C=O)(F)F